N-(5-bromo-1H-indol-3-yl)-5-(trifluoromethyl)-1H-benzo[d]imidazol-2-amine BrC=1C=C2C(=CNC2=CC1)NC1=NC2=C(N1)C=CC(=C2)C(F)(F)F